O=C1NC(CCC1N1CC2=CC=CC=C2C1)=O 2-(2,6-bisoxo-3-piperidinyl)isoindoline